2-(4-(piperazin-1-ylmethyl)phenyl)-1H-benzimidazole-4-carboxamide N1(CCNCC1)CC1=CC=C(C=C1)C1=NC2=C(N1)C=CC=C2C(=O)N